C(C1=CC=CC=C1)NC(N(C1=NC=C(C=C1)C=1C=NN(C1)C)[C@@H]1CC[C@H](CC1)NC1=NC=C(C(=N1)N1N=CC=C1)C#N)=O 3-benzyl-1-(trans-4-((5-cyano-4-(1H-pyrazol-1-yl)pyrimidin-2-yl)amino)cyclohexyl)-1-(5-(1-methyl-1H-pyrazol-4-yl)pyridin-2-yl)urea